N1(N=NC=C1)C[C@H]1N(C[C@@H](C1)N(C(=O)C=1OC(=CN1)C1=C(C=CC(=C1)C#N)F)C1CC1)C(=O)OC(C)(C)C tert-Butyl (2S,4R)-2-((1H-1,2,3-triazol-1-yl)methyl)-4-(5-(5-cyano-2-fluorophenyl)-N-cyclopropyloxazole-2-carboxamido)pyrrolidine-1-carboxylate